3-((4-(5-(4-fluorophenoxy)-2,2-dimethylpentanoyl)-3-methylpiperazin-1-yl)sulfonyl)benzoic acid FC1=CC=C(OCCCC(C(=O)N2C(CN(CC2)S(=O)(=O)C=2C=C(C(=O)O)C=CC2)C)(C)C)C=C1